3-(5-fluoro-3-methylpyridin-2-yl)-3-methoxy-5,5-dimethyl-6-oxocyclohex-1-enecarbonitrile FC=1C=C(C(=NC1)C1(C=C(C(C(C1)(C)C)=O)C#N)OC)C